aconitic acid monoethyl ester C(C)OC(C=C(C(=O)O)CC(=O)O)=O